naphthyl α-allyloxymethylacrylate C(C=C)OCC(C(=O)OC1=CC=CC2=CC=CC=C12)=C